Methyl 5-cyclopropyl-3-(2-(trifluoromethoxy)phenyl)isoxazole-4-carboxylate C1(CC1)C1=C(C(=NO1)C1=C(C=CC=C1)OC(F)(F)F)C(=O)OC